NCC=1C=C(C=CC1)C1=CC2=C(N(N=C2C=C1)C)COC1=C(C=CC(=C1)OC)CC(=O)OCC ethyl 2-(2-((5-(3-(aminomethyl)phenyl)-2-methyl-2H-indazol-3-yl)methoxy)-4-methoxyphenyl)acetate